FC1=C(C=CC(=C1C=1N=CC=2N(C1)C=NC2C=2N(C=C(N2)C2=CC=CC=C2)COCC[Si](C)(C)C)F)NS(=O)(=O)C=2C(=NC=C(C2)F)OC N-[2,4-difluoro-3-[1-(4-phenyl-1-[[2-(trimethylsilyl)ethoxy]methyl]imidazol-2-yl)imidazo[1,5-a]pyrazin-6-yl]phenyl]-5-fluoro-2-methoxypyridine-3-sulfonamide